{2-[(1-{[2-(ethoxymethoxy)naphthalen-1-yl]methyl}naphthalen-2-yl)oxy]ethyl}(ethyl)amine C(C)OCOC1=C(C2=CC=CC=C2C=C1)CC1=C(C=CC2=CC=CC=C12)OCCNCC